O(S(=O)(=O)C(F)(F)F)C=1C=NN(C(C1Cl)=O)C1OCCCC1 5-chloro-6-oxo-1-(tetrahydro-2H-pyran-2-yl)-1,6-dihydropyridazin-4-yl triflate